O1C(OCC1)C=1C=CC(=NC1)C1=C2CCN(C2=CC(=C1)C)C=1C=C(C=2N(N1)C(=CN2)C(=O)N[C@H]2[C@H](C2)F)NC 6-{4-[5-(1,3-dioxolan-2-yl)pyridin-2-yl]-6-methyl-2,3-dihydroindol-1-yl}-N-[(1R,2S)-2-fluorocyclopropyl]-8-(methylamino)imidazo[1,2-b]pyridazine-3-carboxamide